FCC(CF)OS(=O)(=O)C(F)(F)F trifluoromethanesulfonic acid 1,3-difluoroprop-2-yl ester